5-(4-fluorophenyl)-2-(methylsulfonyl)-1H-pyrrole-3-carbonitrile FC1=CC=C(C=C1)C1=CC(=C(N1)S(=O)(=O)C)C#N